C(C)SC=1C(=C(C=C(C1[N+](=O)[O-])C)N1CC2=CC=C(C=C2CC1)F)F 2-(3-(ethylthio)-2-fluoro-5-methyl-4-nitrophenyl)-6-fluoro-1,2,3,4-tetrahydroisoquinoline